(R/S)-(3-ethoxyisoquinolin-4-yl)(6-((5-(trifluoromethyl)pyridin-2-yl)oxy)-2-azabicyclo[2.2.1]hept-2-yl)methanone C(C)OC=1N=CC2=CC=CC=C2C1C(=O)N1[C@H]2C(CC(C1)C2)OC2=NC=C(C=C2)C(F)(F)F |r|